OCCN1C(CCC1)=O N-hydroxyethyl-pyrrolidon